COC=1C=C2CCN(CC2=CC1OC)C(\C=C\C1=C(N=C2N1C(=CC=C2)C(F)(F)F)C2=CC=CC=C2)=O (E)-1-(6,7-dimethoxy-3,4-dihydroisoquinolin-2(1H)-yl)-3-(2-phenyl-5-(trifluoromethyl)imidazo[1,2-a]pyridin-3-yl)prop-2-en-1-one